C1(=CC=CC=C1)S(=O)(=O)N1C(=CC=2C1=NC=CC2Cl)I 1-(benzenesulfonyl)-4-chloro-2-iodo-pyrrolo[2,3-b]Pyridine